5-(4-propylpiperazin-1-yl)-2-pyridin-2-yl-4,5,6,7-tetrahydro-2H-indazol-3-ol C(CC)N1CCN(CC1)C1CC2=C(N(N=C2CC1)C1=NC=CC=C1)O